1-(3-(3,6-difluoro-9H-carbazol-9-yl)-2-hydroxy-2-methylpropyl)-5-methylpyrrolidin-2-one FC=1C=CC=2N(C3=CC=C(C=C3C2C1)F)CC(CN1C(CCC1C)=O)(C)O